C1(CCCC1)N1C(C=C(C2=C1N=C(N=C2)NC2=C(C=C(C=C2)N2CCN(CC2)C)OC)C)=O 8-cyclopentyl-2-((2-methoxy-4-(4-methylpiperazin-1-yl)phenyl)amino)-5-methylpyrido[2,3-d]pyrimidin-7(8H)-one